O=C1NC2(CN(C2)C(=O)N2CC3(C2)CC(C3)C(=O)NC3(CC3)C(F)(F)F)CO1 2-(6-keto-7-oxa-2,5-diazaspiro[3.4]octane-2-carbonyl)-N-[1-(trifluoromethyl)cyclopropyl]-2-azaspiro[3.3]heptane-6-carboxamide